2-Hydroxy-3-methacryloylpropyl acrylate (2-Hydroxy 3-methacrylylacrylate) OC(C(=O)O)=CC(C(=C)C)=O.C(C=C)(=O)OCC(CC(C(=C)C)=O)O